ClC=1C(=CC(=C(C1)S(=O)(=O)NC=1N=CSC1)F)NCC1=C(C=CC(=C1)F)C 5-chloro-2-fluoro-4-((5-fluoro-2-methylbenzyl)amino)-N-(thiazol-4-yl)benzenesulfonamide